tert-butyl (S)-1-(aminomethyl)-5-chloro-8-((4,5-dimethyl-4H-1,2,4-triazol-3-yl)methoxy)-7-fluoro-3,4-dihydroisoquinoline-2(1H)-carboxylate NC[C@H]1N(CCC2=C(C=C(C(=C12)OCC1=NN=C(N1C)C)F)Cl)C(=O)OC(C)(C)C